[2-[4-cyclopropyl-6-(difluoromethoxy)pyrimidin-5-yl]-5H-pyrrolo[3,2-d]pyrimidin-7-yl]-[4-[1-isopropyl-4-(trifluoromethyl)imidazol-2-yl]phenyl]methanol C1(CC1)C1=NC=NC(=C1C=1N=CC2=C(N1)C(=CN2)C(O)C2=CC=C(C=C2)C=2N(C=C(N2)C(F)(F)F)C(C)C)OC(F)F